(S)-N-(3-(1-(6-(4-((1-(4-(2,6-dioxopiperidin-3-yl)phenyl)piperidin-4-yl)methyl)piperazin-1-yl)pyridin-3-yl)-3-(pyridin-4-yl)-1H-pyrazol-4-yl)-2-fluorophenyl)propane-1-sulfonamide O=C1NC(CC[C@H]1C1=CC=C(C=C1)N1CCC(CC1)CN1CCN(CC1)C1=CC=C(C=N1)N1N=C(C(=C1)C=1C(=C(C=CC1)NS(=O)(=O)CCC)F)C1=CC=NC=C1)=O